2-bromo-3,4-difluorophenyl-6-(1-(tert-butoxycarbonyl)piperidin-4-yl)-2-(thiazol-2-yl)-1,4-dihydropyrimidine-5-carboxylate BrC1=C(C=CC(=C1F)F)OC(=O)C=1CN=C(NC1C1CCN(CC1)C(=O)OC(C)(C)C)C=1SC=CN1